3-(2-(4-Methoxybenzoyl)-1,2,3,4-tetrahydroisoquinolin-5-yl)-3-(3,4-dimethoxyphenyl)propionic acid methyl ester COC(CC(C1=CC(=C(C=C1)OC)OC)C1=C2CCN(CC2=CC=C1)C(C1=CC=C(C=C1)OC)=O)=O